CC1=C(C(=O)O)C=C(C(=C1)C)[N+](=O)[O-] 2,4-dimethyl-5-nitrobenzoic acid